C(C)(C)(C)OC(=O)N1[C@@H](C=2N(CC1)N=C(C2)C#N)C.C(C(C)S(=O)(=O)[O-])S(=O)(=O)[O-].[Na+].[Na+] sodium propylenedisulfonate tert-butyl-(4R)-2-cyano-4-methyl-6,7-dihydro-4H-pyrazolo[1,5-a]pyrazine-5-carboxylate